indenyl-dihydronaphthalene C1(C=CC2=CC=CC=C12)C1CC=CC2=CC=CC=C12